tert-butyl 2-(benzylthio)-7-(3-phenylpropyl)-7,8-dihydro-1,6-naphthyridine-6(5H)-carboxylate C(C1=CC=CC=C1)SC1=NC=2CC(N(CC2C=C1)C(=O)OC(C)(C)C)CCCC1=CC=CC=C1